[N+](=O)([O-])[O-].[Al+3].[N+](=O)([O-])[O-].[N+](=O)([O-])[O-] aluminum (III) nitrate salt